C(C1=CC=CC=C1)N1C(=NC=C1C=1SC=CC1)C(=O)C=1SC=CC1 (1-benzyl-5-(thiophen-2-yl)-1H-imidazol-2-yl)(thiophen-2-yl)methanone